5-(3-cyanophenyl)-2-methyl-N-(4-(morpholinomethyl)thiazol-2-yl)furan-3-carboxamide C(#N)C=1C=C(C=CC1)C1=CC(=C(O1)C)C(=O)NC=1SC=C(N1)CN1CCOCC1